azobis[2-(5-methyl-2-imidazolin-2-yl)propane] hydrochloride Cl.N(=NCC(C)C=1NC(CN1)C)CC(C)C=1NC(CN1)C